Adamantane-1,3-dicarbohydrazide C12(CC3(CC(CC(C1)C3)C2)C(=O)NN)C(=O)NN